acetic lauric anhydride C(CCCCCCCCCCC)(=O)OC(C)=O